N-tetrahydro-pyran-4-yl-oxy-benzamide O1CCC(CC1)ONC(C1=CC=CC=C1)=O